CN(C)CC1=C(C=C(C=C1)SC=1C2=C(C(=NC1C)N)N=C(N2)COCC)OC 7-[4-[(dimethylamino)methyl]-3-methoxy-phenyl]sulfanyl-2-(ethoxymethyl)-6-methyl-1H-imidazo[4,5-c]pyridin-4-amine